ClC=1C(=C(C=CC1Cl)[C@@H]1N(OCC1)C1=CC(=NC=N1)NC=1C(=CC(=C(C1)NC(C=C)=O)N(C)CCN(C)C)OC)F N-(5-((6-((R)-3-(3,4-dichloro-2-fluorophenyl)isoxazolidine-2-yl)pyrimidine-4-yl)amino)-2-((2-(dimethyl-amino)ethyl)-(methyl)amino)-4-methoxy-phenyl)acrylamide